COC(=O)C1=CC=C2C(=C1)N(C(C21CNC(O1)=O)=O)C 1-methyl-2,2'-dioxospiro[indoline-3,5'-oxazolidine]-6-carboxylic acid methyl ester